N-tert-butyloxycarbonyl-4-oxopiperidine C(C)(C)(C)OC(=O)N1CCC(CC1)=O